ClC=1C=C(C=CC1F)[C@]1(CC[C@H]2N(CCN(C2)C(=O)C2=C(C(=CC=C2)N2C[C@@H]([C@H](C2)O)O)Cl)C1)O [(7S,9aR)-7-(3-chloro-4-fluorophenyl)-7-hydroxy-3,4,6,8,9,9a-hexahydro-1H-pyrido[1,2-a]pyrazin-2-yl]-[2-chloro-3-[(3S,4S)-3,4-dihydroxypyrrolidin-1-yl]phenyl]methanone